((2S,5S)-9-(pyridin-4-ylethynyl)-2,3-dihydro-2,5-methanopyrido[3,4-f][1,4]oxazepin-4(5H)-yl)(4-(trifluoromethyl)bicyclo[2.2.1]heptan-1-yl)methanone N1=CC=C(C=C1)C#CC1=CN=CC=2[C@H]3N(C[C@@H](OC21)C3)C(=O)C32CCC(CC3)(C2)C(F)(F)F